oxa[5,6,9]triazacyclotridecin-12-yl isobutyrate C(C(C)C)(=O)OC=1C=CN=CC=NN=CC=COC1